BrC1=CC(=C(N)C=C1OC1=C(C=CC=C1)OC)F 4-bromo-2-fluoro-5-(2-methoxyphenoxy)-aniline